3-(3,4-difluorophenyl)-1-ethyl-2-methylazetidine-3-carboxylic acid ethyl ester C(C)OC(=O)C1(C(N(C1)CC)C)C1=CC(=C(C=C1)F)F